ICC iodoethane